IC=1C(=NN2C1CC(CC2)OC)C(=O)OC methyl 3-iodo-5-methoxy-4,5,6,7-tetrahydropyrazolo[1,5-a]pyridine-2-carboxylate